3-N-(N-acetyl-O-benzyl-D-seryl)-7-hydroxy-3-quinolinecarboxamide C(C)(=O)N[C@H](COCC1=CC=CC=C1)C(=O)NC(=O)C=1C=NC2=CC(=CC=C2C1)O